FC(C=1C=C(C=C(C1)C(F)(F)F)[B-](C1=CC(=CC(=C1)C(F)(F)F)C(F)(F)F)(C1=CC(=CC(=C1)C(F)(F)F)C(F)(F)F)C1=CC(=CC(=C1)C(F)(F)F)C(F)(F)F)(F)F.C(CCC)[NH+](CCCC)CCCC trinormal butylammonium tetrakis(3,5-bis(trifluoromethyl)phenyl)borate